OCC(C)C=1NC(C2=C(N1)C(=NC(=C2)C=2C=NC(=CC2)C(F)(F)F)C=2C=NC=CC2)=O (1-hydroxypropan-2-yl)-8-(pyridin-3-yl)-6-(6-(trifluoromethyl)pyridin-3-yl)pyrido[3,4-d]pyrimidin-4(3H)-one